[4-[isopropyl(methyl)amino]pyrimidin-2-yl]methanol C(C)(C)N(C1=NC(=NC=C1)CO)C